2-((3-chloro-1-(2,6-difluorophenyl)-1,2-dihydro-6-methyl-2-oxopyridin-4-yloxy)methyl)-5-fluorobenzylcarbamic acid propyl ester C(CC)OC(NCC1=C(C=CC(=C1)F)COC1=C(C(N(C(=C1)C)C1=C(C=CC=C1F)F)=O)Cl)=O